C1(=CC=CC=C1)NCCC[Si](OCCC)(OCCC)OCCC 3-(N-phenylamino)propyltripropoxysilane